(1S,2R,4S)-2-(cyclopropoxymethyl)-2-(hydroxymethyl)-4-methyl-quinuclidin-3-one C1(CC1)OC[C@]1(N2CCC(C1=O)(CC2)C)CO